C(C1=CC=CC=C1)OC(=O)N[C@H](C(=O)N[C@@H](CC(C)C)C(=O)O)CC1=CC=CC2=CC=CC=C12 ((S)-2-(((benzyloxy)carbonyl)amino)-3-(naphthalen-1-yl)propanoyl)-L-leucine